4-[6-[5-[(1R)-1-(3,5-dichloro-4-pyridyl)ethoxy]-1H-indazol-3-yl]-3-pyridyl]morpholine ClC=1C=NC=C(C1[C@@H](C)OC=1C=C2C(=NNC2=CC1)C1=CC=C(C=N1)N1CCOCC1)Cl